C(CCCCCCCCCCCCC)(=O)N[C@@H](CCCCN)C(=O)O myristoyllysine